5-(1H-indol-5-yl)-1-(pyridin-3-ylsulfonyl)-1H-pyrrole-3-carbaldehyde N1C=CC2=CC(=CC=C12)C1=CC(=CN1S(=O)(=O)C=1C=NC=CC1)C=O